stearic acid (stearyl stearate) C(CCCCCCCCCCCCCCCCC)C(C(=O)O)CCCCCCCCCCCCCCCC.C(CCCCCCCCCCCCCCCCC)(=O)O